FC1=C2N(C=3CCCCC13)CCN(C2=O)C2=C(C=O)C(=CC=N2)C2=CN(C(C(=C2)NC2=NC=CC=C2)=O)C 2-(10-Fluoro-1-oxo-3,4,6,7,8,9-hexahydropyrazino[1,2-a]indol-2(1H)-yl)-4-(1-methyl-6-oxo-5-(pyridin-2-ylamino)-1,6-dihydropyridin-3-yl)nicotinaldehyde